NC=1NC(C2=C(N1)NC=C2CCC2=CC=C(C(=O)N[C@@H](CCC(=O)O)C(=O)O)C=C2)=O N-(4-[2-(2-amino-4,7-dihydro-4-oxo-3H-pyrrolo[2,3-d]pyrimidin-5-yl)ethyl]benzoyl)-L-glutamic acid